ClC=1C=C(C=CC1)NC=1N=C(N=NC1C(=O)N)NC1=C(C=C2CCN(CC2=C1)C)F ((3-chlorophenyl)amino)-3-((6-fluoro-2-methyl-1,2,3,4-tetrahydroisoquinolin-7-yl)amino)-1,2,4-triazine-6-carboxamide